N-allyl-2,5-dichloropyrimidin-4-amine C(C=C)NC1=NC(=NC=C1Cl)Cl